C1(CC1)N1C(C2=C(CCC1C)C(=CN2)C2=NC(=NC=C2C(F)(F)F)N[C@@H]2CNC(CC2)(C)C)=O 7-cyclopropyl-3-(2-{[(3S)-6,6-dimethylpiperidin-3-yl]amino}-5-(trifluoromethyl)pyrimidin-4-yl)-6-methyl-1H,4H,5H,6H,7H,8H-pyrrolo[2,3-c]azepin-8-one